ClC=1C=C(C=CC1Cl)C1CN(CCN1)C(=O)OC(C)(C)C tert-butyl 3-(3,4-dichlorophenyl)piperazine-1-carboxylate